O1C(COCC1)COC1=CC(=C(C(=N1)CCC1=CC=C(OCC=2OC=C(N2)C(=O)O)C=C1)CC)O 2-((4-(2-(6-((1,4-Dioxan-2-yl)methoxy)-3-ethyl-4-hydroxypyridin-2-yl)ethyl)phenoxy)methyl)oxazole-4-carboxylic acid